2-(3,4-dimethylbenzyl)-3-{[(4-hydroxy-3-methoxybenzyl)amino]carbothioyl}propyl pivalate C(C(C)(C)C)(=O)OCC(CC(=S)NCC1=CC(=C(C=C1)O)OC)CC1=CC(=C(C=C1)C)C